BrCC1=CC=C(C=C1)CC(=O)N (4-(bromomethyl)phenyl)acetamide